N-(4-cyanotetrahydro-pyran-4-yl)benzamide C(#N)C1(CCOCC1)NC(C1=CC=CC=C1)=O